N-(5-cyano-4-((2-methoxyethyl)amino)pyridin-2-yl)-5-formyl-1H-pyrrolo[3,2-b]pyridine C(#N)C=1C(=CC(=NC1)N1C=CC2=NC(=CC=C21)C=O)NCCOC